FC(CN1N=C2C=C(C=CC2=C1)COC1=CC=CC(=N1)C1CCN(CC1)CC1=NC2=C(N1C[C@H]1OCC1)C=C(C=C2)C(=O)[O-])F (S)-2-((4-(6-((2-(2,2-difluoroethyl)-2H-indazol-6-yl)methoxy)pyridin-2-yl)piperidine-1-yl)methyl)-1-(oxetan-2-ylmethyl)-1H-benzo[d]imidazole-6-carboxylate